C1(=CC=CC=C1)C1=C2C(=NC=NC2=CC=C1)NCC1=NC=CC=C1 5-phenyl-N-(pyridin-2-ylmethyl)quinazolin-4-amine